C1(CC1)CN(C1=CC=CC(=N1)S(=O)(=O)NC(=O)C=1C(=NC=CC1)N1C(CC(C1)C)(C)C)CCC N-[[6-[Cyclopropylmethyl(propyl)amino]-2-pyridyl]sulfonyl]-2-(2,2,4-trimethylpyrrolidin-1-yl)pyridin-3-carboxamid